C(C(=C)C)(=O)OCCCCOC(C(=C)C)=O butane-1,4-diol dimethacrylate